8-Methyl-N-[(2S)-tetrahydrofuran-2-ylmethyl]-2-[(3R)-tetrahydrofuran-3-ylmethyl]-4,5-dihydro-2H-furo[2,3-g]indazol-7-carboxylat CC1=C(OC=2CCC=3CN(N(C3C21)C[C@H]2OCCC2)C[C@@H]2COCC2)C(=O)[O-]